3-(2-methoxyethyl)-2-phenyl-4(3H)-quinazolinone COCCN1C(=NC2=CC=CC=C2C1=O)C1=CC=CC=C1